C(CCCCCCC)C(=O)[O-] Octane-1-carboxylate